Carbazone sodium salt [Na].NNC(=O)N=N